ClC=1C=C(C=C(C1)CCl)C1OCCC1 2-(3-chloro-5-(chloromethyl)phenyl)tetrahydrofuran